CC1(OC(C(C(O1)=O)=C1C=C(CCC1)C1=CC=CC=C1)=O)C 2,2-Dimethyl-5-(3-phenyl-2-cyclohexen-1-ylidene)-1,3-dioxane-4,6-dione